ClC1=C(C=C(C=C1)Cl)C1=NC(=NC=C1)C(=O)NC1=C(C=C(C=C1C)CC(=O)NC)C 4-(2,5-Dichlorophenyl)-N-(2,6-dimethyl-4-(2-(methylamino)-2-oxoethyl)phenyl)pyrimidine-2-carboxamide